COC(=O)C1=CC=C(S1)CCNNC(=O)OC(C)(C)C tert-Butyl 2-(2-(5-(methoxycarbonyl)thiophen-2-yl)ethyl)hydrazinecarboxylate